1-(4-methylphenyl)-1,2,3-triazole CC1=CC=C(C=C1)N1N=NC=C1